N-[6-[(8-chloro-1,5-dioxo-spiro[2H-imidazo[1,5-a]pyridine-3,1'-cyclohexane]-6-yl)amino]-5-fluoro-pyrimidin-4-yl]cyclopropanecarboxamide ClC1=C2N(C(C(=C1)NC1=C(C(=NC=N1)NC(=O)C1CC1)F)=O)C1(CCCCC1)NC2=O